methyl ((3R,4R)-1-benzyl-4-methylpiperidin-3-yl)carbamate dibenzoyl-L-tartrate C(C1=CC=CC=C1)(=O)[C@]([C@](C(=O)O)(O)C(C1=CC=CC=C1)=O)(O)C(=O)O.C(C1=CC=CC=C1)N1C[C@@H]([C@@H](CC1)C)NC(OC)=O